1,1-bis(thiophen-2-yl)silacyclobutane S1C(=CC=C1)[Si]1(CCC1)C=1SC=CC1